C(CCCC)OC(OCCCCC)[SiH3] diamyloxymethylsilane